1-Cyclobutyl-3-(4-nitrophenyl)-1-(pyrazolo[1,5-a]pyridin-5-ylmethyl)urea C1(CCC1)N(C(=O)NC1=CC=C(C=C1)[N+](=O)[O-])CC1=CC=2N(C=C1)N=CC2